C(C)(=O)ON(CCN(OC(C)=O)OC(C)=O)OC(C)=O.[Ca] monocalcium ethylenediamine tetraacetate